1-(5-fluoro-6-(2-hydroxypropan-2-yl)pyridin-2-yl)-2-isopropyl-6-(1,2,3,4-tetrahydroisoquinolin-6-ylamino)-1H-pyrazolo[3,4-d]pyrimidin-3(2H)-one FC=1C=CC(=NC1C(C)(C)O)N1N(C(C=2C1=NC(=NC2)NC=2C=C1CCNCC1=CC2)=O)C(C)C